C[Si](C)(C)C.[Li] lithium trimethylsilylmethane